3-fluoro-N-(prop-2-yn-1-yl)-4-(trifluoromethyl)benzamide FC=1C=C(C(=O)NCC#C)C=CC1C(F)(F)F